[Br-].C(CCCCCCC)N1C=[N+](C=C1)C 1-octyl-3-methyl-imidazolium bromide